[Na+].NCC(=O)[O-] Glycine sodium salt